ClS(=O)(=O)CC1C[C@@H]2[C@@H](CN(C2)C(=O)OC(C)(C)C)C1 tert-butyl (3aR,5r,6aS)-5-((chlorosulfonyl)methyl)hexahydrocyclopenta[c]pyrrole-2(1H)-carboxylate